[Bi].[B].[Li] lithium-boron-bismuth